1-(2-methoxyethyl)-N-(6-(1-methyl-1H-imidazol-5-yl)isoquinolin-3-yl)piperidine-4-carboxamide COCCN1CCC(CC1)C(=O)NC=1N=CC2=CC=C(C=C2C1)C1=CN=CN1C